(1R,2R)-2-ALLYLCYCLOHEXYL METHANESULFONATE CS(=O)(=O)O[C@H]1[C@H](CCCC1)CC=C